(p-vinylphenoxy)tertiary butyl-dimethyl-silane C(=C)C1=CC=C(O[Si](C)(C)C(C)(C)C)C=C1